[S]1=C[N]C=C1 1λ3,3λ2-thiazole